rel-N-[(1R,2S)-2-Phenylcyclopropyl]-4-Piperidinamine C1(=CC=CC=C1)[C@H]1[C@@H](C1)NC1CCNCC1 |o1:6,7|